(S)-5-fluoro-N-(5-methyl-4-oxo-2,3,4,5-tetrahydropyrido[3,2-b][1,4]oxazepin-3-yl)-1H-pyrazole-3-carboxamide FC1=CC(=NN1)C(=O)N[C@@H]1C(N(C2=C(OC1)C=CC=N2)C)=O